N4-(cyclopropylmethyl)-N2-(2-methoxy-4-(morpholinosulfonyl)phenyl)-5-(trifluoromethyl)-7H-pyrrolo[2,3-d]pyrimidine-2,4-diamine C1(CC1)CNC=1C2=C(N=C(N1)NC1=C(C=C(C=C1)S(=O)(=O)N1CCOCC1)OC)NC=C2C(F)(F)F